4-(4-phenyl-1H-pyrazol-5-yl)benzene-1,3-diol C1(=CC=CC=C1)C=1C=NNC1C1=C(C=C(C=C1)O)O